4-vinylbenzenesulfonic acid (vinyl benzenesulfonate) C(=C)C1=C(C=CC=C1)S(=O)(=O)O.C(=C)C1=CC=C(C=C1)S(=O)(=O)O